ClC1=C(C=CC=C1)C1=NC2=C(CN(CC2)C2CCC=3C=CC=C(C3C2)OCCO)N1 2-((7-(2-(2-chlorophenyl)-3,4,6,7-tetrahydro-5H-imidazo[4,5-c]pyridin-5-yl)-5,6,7,8-tetrahydronaphthalen-1-yl)oxy)ethan-1-ol